2,2-dimethyl-1-phenyl-1-propanone CC(C(=O)C1=CC=CC=C1)(C)C